N-(4-(3-(aminomethyl)bicyclo[1.1.1]pentan-1-yl)phenyl)-5-fluoroisoindoline-2-carboxamide hydrochloride Cl.NCC12CC(C1)(C2)C2=CC=C(C=C2)NC(=O)N2CC1=CC=C(C=C1C2)F